C[C@H]1N(CCC(C1=O)C)CCOC1=CC=C(C=C1)C1CCN(CC1)C1=CC=C(C=C1)[N+](=O)[O-] (2R)-2,4-dimethyl-1-{2-[4-(1-(4-nitrophenyl)piperidin-4-yl)phenoxy]ethyl}piperidin-3-one